[2-(benzyloxy)ethyl]-2-methyl-4-[2-(propan-2-yl)pyridin-3-yl]-1H-imidazole-5-carbaldehyde C(C1=CC=CC=C1)OCCN1C(=NC(=C1C=O)C=1C(=NC=CC1)C(C)C)C